4-(5-(4,4-difluoropiperidine-1-carbonyl)-1H-pyrrolo[2,3-b]pyridin-1-yl)-N-((dimethylamino)methylene)benzamide FC1(CCN(CC1)C(=O)C=1C=C2C(=NC1)N(C=C2)C2=CC=C(C(=O)N=CN(C)C)C=C2)F